OC(C)(C)C1=C(C=C(N=N1)NC(OC(C)(C)C)=O)OC tert-butyl (6-(2-hydroxypropan-2-yl)-5-methoxypyridazin-3-yl)carbamate